FC(CCC1C(N(C2=C(S(C1)(=O)=O)C=C(C(=C2)C(F)(F)F)OC)C2=CC=C(C=C2)F)=O)(C)F 3-(3,3-difluorobutyl)-5-(4-fluorophenyl)-8-methoxy-7-(trifluoromethyl)-2,3-dihydrobenzo[b][1,4]thiazepin-4(5H)-one 1,1-dioxide